acryloxylhexahydro-1,3,5-triazine C(=O)(C=C)ON1CNCNC1